octyl-pyrophosphoric acid C(CCCCCCC)OP(=O)(O)OP(=O)(O)O